5-methyl-4-(trifluoromethyl)aniline CC=1C(=CC=C(N)C1)C(F)(F)F